C(C)OC(=O)C1CN(C1)CC1=CC=C(C=C1)C1CN(C1)C(=O)OC(C)(C)C tert-butyl 3-(4-((3-(ethoxycarbonyl)azetidin-1-yl)methyl)phenyl)azetidine-1-carboxylate